[Li].O=C1NC(CCC1C1=CC=C(C=C1)NCCCCCCCCCC(=O)N1CCC(CC1)NC1=CC(=NC=N1)C(=O)N)=O 6-((1-(10-((4-(2,6-dioxopiperidin-3-yl)phenyl)amino)decanoyl)piperidin-4-yl)amino)pyrimidine-4-carboxamide lithium